C1(=CC=CC=C1)C1=C2C=CC=CC2=C(C2=CC=CC=C12)C=1C=CC=2C(=CC3=CC4=CC=CC=C4C=C3C2)C1 2-(10-phenyl-9-anthryl)-benzo[b]anthracene